Methyl 6-chlorothieno[2,3-b]pyridine-2-carboxylate ClC1=CC=C2C(=N1)SC(=C2)C(=O)OC